BrC=1N=C2C(C(=C(N(C2=CC1F)CC(=O)OCC)CC)N1CCN(CC1)C(=O)OC(C)(C)C)=O tert-butyl 4-[6-bromo-1-(2-ethoxy-2-oxo-ethyl)-2-ethyl-7-fluoro-4-oxo-1,5-naphthyridin-3-yl]piperazine-1-carboxylate